(+)-1-(4-chloro-phenyl)-3-[(3R*,4S*)-2-oxo-4-phenyl-pyrrolidin-3-yl]urea ClC1=CC=C(C=C1)NC(=O)N[C@H]1C(NC[C@@H]1C1=CC=CC=C1)=O |o1:11,15|